CC1=COC2=C1C=C(C=C2)S(N(CCC2=CC=CC=C2)C2=CC=C(C=C2)N2CCN(CC2)S(=O)(=O)C)(=O)=O 3-Methyl-5-(N-(4-(4-(methylsulfonyl)piperazin-1-yl)phenyl)-N-phenethylsulfamoyl)benzofuran